C[C@@H]1CNC[C@@H](C1O)C (3R,4r,5S)-3,5-dimethylpiperidin-4-ol